N1(N=NC2=C1C=CC=C2)CNC(C(=O)[C@H]2N(CC(C2)(F)F)C(CNC(=O)C2=CC=NC1=CC=C(C=C21)OCCCN2CCCCC2)=O)=O (S)-N-(2-(2-(2-(((1H-benzo[d][1,2,3]triazol-1-yl)methyl)amino)-2-oxoacetyl)-4,4-difluoropyrrolidin-1-yl)-2-oxoethyl)-6-(3-(piperidin-1-yl)propoxy)quinoline-4-carboxamide